N1=NC=CC2=C1SC1=C2C=NN=C1N thieno[2,3-c:4,5-d']Dipyridazine-8-amine